FC=1C=C(C(=O)O)C=CC1NC(C1=C(C=CC=C1)C(F)(F)F)=O 3-fluoro-4-[2-(trifluoromethyl)benzoylamino]benzoic acid